mono1-menthyl glutarate C(CCCC(=O)[O-])(=O)OC1(CCC(CC1)C(C)C)C